BrC1=C(C2=C(N(N=N2)CCCO)C=C1)C 3-(5-bromo-4-methyl-1H-benzotriazol-1-yl)propan-1-ol